methyl-butene CC=CCC